C(C)S(=O)(=O)C=1C=CC(=NC1N1CC=2C=NC(=CC2C1=O)C(F)(F)F)N(C(CC)=O)C N-[5-ethylsulfonyl-6-[1-oxo-6-(trifluoromethyl)-3H-pyrrolo[3,4-c]pyridin-2-yl]-2-pyridinyl]-N-methyl-propionamide